5-[2-(2-fluoro-4-hydroxyphenylamino)vinyl]-4-cyano-3-(2-chlorophenyl)isoxazole FC1=C(C=CC(=C1)O)NC=CC1=C(C(=NO1)C1=C(C=CC=C1)Cl)C#N